C1(O)=C(O)C(O)=C(C(=C1C=CC(=O)[O-])C=CC(=O)[O-])C=CC(=O)[O-] pyrogalloltriacrylate